C1(CCCC1)NC1=C(C=C(C=C1)[C@@H]1N(CCC[C@@H]1C(=O)OCC)C(C1=C(C=CC=C1C)F)=O)[2H] ethyl (2R,3S)-2-(4-(cyclopentylamino)phenyl-3-d)-1-(2-fluoro-6-methylbenzoyl)piperidine-3-carboxylate